Cl.FC1=C(C=CC(=C1)C)C=1C=C2C(=NNC2=CC1)NC(=O)C1CCN(CC1)C N-[5-(2-fluoro-4-methylphenyl)-1H-indazol-3-yl]-1-methylpiperidine-4-carboxamide hydrochloride